CC=1C=C(C=CC1)C=1C(C(C(=CC1)C1=CC(=CC=C1)C)N)(N)C (3-methylphenyl)-3,3'-dimethylbiphenyl-diamine